N-((5-(1,1-dioxidothiomorpholin-4-yl)-1,3,4-oxadiazol-2-yl)methyl)-2-(2,4-bis(trifluoromethyl)phenyl)-N-(4-fluorophenyl)acetamide O=S1(CCN(CC1)C1=NN=C(O1)CN(C(CC1=C(C=C(C=C1)C(F)(F)F)C(F)(F)F)=O)C1=CC=C(C=C1)F)=O